C(C)(C)(C)NC(CN(C)C=1C2=C(N=C(N1)C1=NC=CC(=C1)CCC(C)(C)O)CCC2)=O N-tert-butyl-2-({2-[4-(3-hydroxy-3-methylbutyl)pyridin-2-yl]-5H,6H,7H-cyclopenta[d]pyrimidin-4-yl}(methyl)amino)acetamide